N1=CC=C(C=C1)C1=C2CO[C@@H](C2=CC=C1)CNC(OC(C)(C)C)=O (S)-tert-butyl (4-(pyridin-4-yl)-1,3-dihydroisobenzofuran-1-yl)methylcarbamate